2-methyl-4,6-di(benzhydryl)aniline CC1=C(N)C(=CC(=C1)C(C1=CC=CC=C1)C1=CC=CC=C1)C(C1=CC=CC=C1)C1=CC=CC=C1